ClC1=C(C=C(OCC(=O)NC(=O)C23CC(C2)(C3)C=3N=NNC3)C=C1)F 2-(4-chloro-3-fluoro-phenoxy)-N-[1-(1H-triazol-4-yl)-3-bicyclo[1.1.1]pentanoyl]acetamide